FC=1C(=CC(=NC1)C=C)NC(OC(C)(C)C)=O tert-butyl (5-fluoro-2-vinylpyridin-4-yl)carbamate